(2R,4R)-6-chloro-4-hydroxy-N-(3-{4-[3-(trifluoromethoxy)propyl]-1H-1,2,3-triazol-1-yl}bicyclo[1.1.1]pentan-1-yl)-3,4-dihydro-2H-1-benzopyran-2-carboxamide ClC=1C=CC2=C([C@@H](C[C@@H](O2)C(=O)NC23CC(C2)(C3)N3N=NC(=C3)CCCOC(F)(F)F)O)C1